C(C)C(CC=1SC=CC1SC)CCCC 2-(2-ethylhexyl)-3-methylthiothiophene